O1C2=C(OCC1)C=C(C=C2)NC(=O)C2=NC(=CC(=C2)NC(OC(C)(C)C)=O)NC2=C(C=CC=C2)F Tert-butyl (2-((2,3-dihydrobenzo[b][1,4]dioxin-6-yl)carbamoyl)-6-((2-fluorophenyl)amino)-pyridin-4-yl)carbamate